(S)-2-amino-3-(2-aminothiazol-4-yl)propanoic acid N[C@H](C(=O)O)CC=1N=C(SC1)N